N-((5-fluoro-6-((2-methyloxazol-4-yl)methoxy)-1H-indol-2-yl)methyl)propionamide FC=1C=C2C=C(NC2=CC1OCC=1N=C(OC1)C)CNC(CC)=O